dihexoxybenzene C(CCCCC)OC1=C(C=CC=C1)OCCCCCC